NC1=C(C(N(C2=NC(=CC=C12)Br)C1=C2C=CN=C(C2=CC=C1)Cl)=O)C(=O)OC methyl 4-amino-1-(1-chloroisoquinolin-5-yl)-7-bromo-2-oxo-1,2-dihydro-1,8-naphthyridine-3-carboxylate